Indol-5-yloxyacetic acid N1C=CC2=CC(=CC=C12)OCC(=O)O